6-(1-benzyl-1H-pyrazole-4-carbonyl)-2-((S)-2,2-dimethylcyclopropane-1-carbonyl)-8-methyl-2,6-diazaspiro[3.4]octane-8-carboxylic acid C(C1=CC=CC=C1)N1N=CC(=C1)C(=O)N1CC2(CN(C2)C(=O)[C@@H]2C(C2)(C)C)C(C1)(C(=O)O)C